(R)-N-benzyl-2-(2,5-dioxo-2,5-dihydro-1H-pyrrol-1-yl)propanamide C(C1=CC=CC=C1)NC([C@@H](C)N1C(C=CC1=O)=O)=O